4-(1,2,3,4-tetrahydroquinoline-2-yl)benzonitrile N1C(CCC2=CC=CC=C12)C1=CC=C(C#N)C=C1